inosin monophosphate P(=O)(O)(O)OC[C@@H]1[C@H]([C@H]([C@@H](O1)N1C=NC=2C(O)=NC=NC12)O)O